COC1=CC=C(C2=C1NC(=N2)NC(=O)C2=CN=C(S2)C)C2CCOCC2 2-Methyl-thiazole-5-carboxylic acid [7-methoxy-4-(tetrahydro-pyran-4-yl)-1H-benzoimidazol-2-yl]-amide